3-[tert-Butoxycarbonyl-(methyl)amino]propionic acid C(C)(C)(C)OC(=O)N(CCC(=O)O)C